C(C)OC(=O)C=1C=NN(C1C(F)F)C1CN(CCC1)C1=C(C=CC(=C1)Cl)C1=CC=C(C=C1)N1CCN(CC1)CC 1-{1-[4-chloro-4'-(4-ethylpiperazin-1-yl)[1,1'-biphenyl]-2-yl]piperidin-3-yl}-5-(difluoromethyl)-1H-pyrazole-4-carboxylic acid ethyl ester